6-(difluoromethoxy)-5-fluoro-N-{[6-(methoxymethyl)-1-methyl-1H-benzimidazol-7-yl]methyl}pyridine-3-carboxamide FC(OC1=C(C=C(C=N1)C(=O)NCC1=C(C=CC2=C1N(C=N2)C)COC)F)F